O=C1NC(CCC1N1C(C2=CC=CC(=C2C1=O)OC[C@@H]1C[C@@H](CCC1)C=O)=O)=O (1R,3S)-3-(((2-(2,6-dioxopiperidin-3-yl)-1,3-dioxoisoindolin-4-yl)oxy)methyl)cyclohexane-1-carbaldehyde